adamantane-1-carboxylic acid [1-(4-chloro-phenyl)-ethyl]-amide ClC1=CC=C(C=C1)C(C)NC(=O)C12CC3CC(CC(C1)C3)C2